6-hydroxy-3-(3-phenylpropyl)quinazolin-4-one 6-(1-methyl-1H-1,2,3-triazole-5-carboxamido)-7-oxohept-2-enoate CN1N=NC=C1C(=O)NC(CCC=CC(=O)O)C=O.OC=1C=C2C(N(C=NC2=CC1)CCCC1=CC=CC=C1)=O